6'-methoxy-2',3'-dihydrospiro[cyclobutane-1,1'-naphthalen]-4'-one COC=1C=C2C(CCC3(C2=CC1)CCC3)=O